C(C)(C)(C)NC(CN(C=1C2=C(N=C(N1)C1=NC=CC(=C1)CCCNC)CCC2)C)=O N-(tert-butyl)-2-(methyl(2-(4-(3-(methylamino)propyl)pyridin-2-yl)-6,7-dihydro-5H-cyclopenta[d]pyrimidin-4-yl)amino)acetamide